1-(4-(5-chloro-6-(3-chloro-2-pyridinyl)-7-fluoro-2,1-benzothiazol-3-yl)-1-piperazinyl)-2-propen-1-one ClC=1C(=C(C=2C(=C(SN2)N2CCN(CC2)C(C=C)=O)C1)F)C1=NC=CC=C1Cl